COCC1=C(C=CC=C1)C1=CC(=CC=C1)COC 2,3'-bis(methoxymethyl)biphenyl